(E)-2-(methoxyimino)-3-(4-(trifluoromethoxy)phenyl)propionic acid CO\N=C(\C(=O)O)/CC1=CC=C(C=C1)OC(F)(F)F